ClC1=C(C=C(C=C1)Cl)S(=O)(=O)NC1=C(C(=C(C=C1)F)C1=CC2=C(NC=N2)C(=C1)F)F 2,5-dichloro-N-(2,4-difluoro-3-(7-fluoro-1H-benzo[d]imidazol-5-yl)phenyl)benzenesulfonamide